C(C)SC(CC=CC(C)=O)C 6-Ethylthio-3-hepten-2-one